3-(7-(((Z)-3-fluoro-1-methylpiperidin-4-yl)amino)-3-(2,2,2-trifluoroethyl)benzo[b]thiophen-2-yl)prop-2-yn FC1CN(CCC1NC1=CC=CC2=C1SC(=C2CC(F)(F)F)C#CC)C